(S)-1-(6-amino-5-((3-chloro-2-(1H-imidazol-1-yl)pyridin-4-yl)thio)pyrazin-2-yl)-4'H,6'H-spiro[piperidine-4,5'-pyrrolo[1,2-b]pyrazol]-4'-amine NC1=C(N=CC(=N1)N1CCC2([C@@H](C=3N(N=CC3)C2)N)CC1)SC1=C(C(=NC=C1)N1C=NC=C1)Cl